3-(5-(3-chloro-4-(chloromethyl)pyridin-2-yl)-1-oxoisoindolin-2-yl)piperidine-2,6-dione HCl salt Cl.ClC=1C(=NC=CC1CCl)C=1C=C2CN(C(C2=CC1)=O)C1C(NC(CC1)=O)=O